5-(2-fluoropyridin-4-yl)-2,3-dihydro-1H-inden-4-amine FC1=NC=CC(=C1)C1=C(C=2CCCC2C=C1)N